5-((2-chlorobenzyl)thio)-1,3,4-thiadiazol-2-amine ClC1=C(CSC2=NN=C(S2)N)C=CC=C1